(2R,4S,4aS)-9-fluoro-2,4-dimethyl-8-(4-methyloxazol-2-yl)-2,4,4a,6-tetrahydro-1H,1'H-spiro[[1,4]oxazino[4,3-a]quinoline-5,5'-pyrimidine]-2',4',6'(3'H)-trione FC1=C(C=C2CC3(C(NC(NC3=O)=O)=O)[C@@H]3N(C2=C1)C[C@H](O[C@H]3C)C)C=3OC=C(N3)C